(E)-N-(4-(N-(3-bromobenzyl)sulfamoyl)phenyl)-3-(pyridin-4-yl)acrylamide BrC=1C=C(CNS(=O)(=O)C2=CC=C(C=C2)NC(\C=C\C2=CC=NC=C2)=O)C=CC1